Bis[4-[[3,4,5-tri(docosoxy)phenyl]methoxy]phenyl]methanol C(CCCCCCCCCCCCCCCCCCCCC)OC=1C=C(C=C(C1OCCCCCCCCCCCCCCCCCCCCCC)OCCCCCCCCCCCCCCCCCCCCCC)COC1=CC=C(C=C1)C(O)C1=CC=C(C=C1)OCC1=CC(=C(C(=C1)OCCCCCCCCCCCCCCCCCCCCCC)OCCCCCCCCCCCCCCCCCCCCCC)OCCCCCCCCCCCCCCCCCCCCCC